OC1=CC=C(C=C1)C(C(=O)O)=C 2-(4-hydroxyphenyl)acrylic acid